6-fluoro-5-{4-[3-(8-fluoro-1-oxo-2H-isoquinolin-3-yl)pyrrolidin-1-yl]piperidin-1-yl}-N-methylpyridine-2-carboxamide FC1=C(C=CC(=N1)C(=O)NC)N1CCC(CC1)N1CC(CC1)C=1NC(C2=C(C=CC=C2C1)F)=O